C(C)(C)(C)C(C=1SC=CC1)N(C(=O)OCC=1C=NC=C(C1)OCCO[Si](C)(C)C(C)(C)C)C1=C2C(=NC(=C1)Cl)C(=CS2)C=O (5-(2-((Tert-butyldimethylsilyl)oxy)ethoxy)pyridin-3-yl)methanol tert-butyl-(5-chloro-3-formylthieno[3,2-b]pyridin-7-yl)(thiophen-2-ylmethyl)carbamate